(3R,4R)-4-((7-(3-chloro-2-fluorophenyl)-5-fluoropyrrolo[2,1-f][1,2,4]triazin-2-yl)amino)-1-(methylsulfonyl)piperidin-3-ol ClC=1C(=C(C=CC1)C1=CC(=C2C=NC(=NN21)N[C@H]2[C@@H](CN(CC2)S(=O)(=O)C)O)F)F